O=C(C(=O)OCC)C1C(C2=CC=CC=C2CC1)=O ethyl 2-oxo-2-(1-oxo-3,4-dihydro-2H-naphthalen-2-yl)acetate